O=C(CC(=O)[O-])CC(=O)[O-] 3-ketoglutarate